COC=1C=C(C=CC1OCOC)/C=C/C=1SC2=C(N1)C=C(C(=C2)[N+](=O)[O-])C (E)-2-(3-methoxy-4-(methoxymethoxy)phenylvinyl)-5-methyl-6-nitrobenz[d]thiazole